(3R)-2'-{6-amino-5-[1-(1,3-oxazol-2-yl)ethoxy]pyridin-3-yl}-N-ethyl-5',6'-dihydro-1H-spiro[pyrrolidine-3,4'-pyrrolo[1,2-b]pyrazole]-1-carboxamide NC1=C(C=C(C=N1)C=1C=C2N(N1)CC[C@]21CN(CC1)C(=O)NCC)OC(C)C=1OC=CN1